OC1=C(N=CC2=CC(=C(C=C12)OC1=CC=CC=C1)OC1=CC=CC=C1)C(=O)NCC(=O)O [(4-Hydroxy-6,7-diphenoxy-isoquinoline-3-carbonyl)-amino]-acetic acid